ClC(C1=C(C=CC=C1)C1=NNC(=C1O)C)(Cl)Cl 3-(2-(trichloromethyl)phenyl)-5-methyl-pyrazol-4-ol